S(=O)(=O)(OCF)OC(F)F (fluoromethyl) (difluoromethyl) sulfate